C1(CCCCCC1)C(=O)C1=CC=C(C=C1)C1=CC(=CC=C1C)C(=O)NC1CC1 4'-(cycloheptanecarbonyl)-N-cyclopropyl-6-methyl-[1,1'-biphenyl]-3-carboxamide